FC(C(=O)[O-])(F)F.C(CC)[NH2+]CCC dipropylammonium trifluoroacetate